ClC1=C(C(=O)NC2=NC=C(C=C2C)C#CC2=CC=CC=C2)C=C(C=C1)C=1N(N=CC1C)C 2-chloro-5-(2,4-dimethylpyrazol-3-yl)-N-[3-methyl-5-(2-phenylethynyl)-2-pyridyl]benzamide